ClC1=CC(NC=C1)=O 4-chloro-2-oxopyridine